FC(CC1=CC=CC=C1)CF 2,3-difluoropropylbenzene